ClC=1C(=NC(=CN1)C)CN 1-(3-chloro-6-methylpyrazin-2-yl)methylamine